C1(CC1)C=1C=NN2C1N(C(C1=C2N=C(S1)C(F)(F)F)=O)CC(=O)NC1=NC=C(C=C1)F 2-[6-cyclopropyl-4-oxo-2-(trifluoromethyl)pyrazolo[1,5-a][1,3]thiazolo[5,4-e]pyrimidin-5(4H)-yl]-N-(5-fluoropyridin-2-yl)acetamide